C(OC1=C(C(=NC2=CC(=C(C=C12)OC1=CC=C(C=C1)OC(F)(F)F)C)CC)C)(OC)=O 2-ethyl-3,7-dimethyl-6-[4-(trifluoromethoxy) phenoxy]Quinoline-4-yl methyl carbonate